(1S,2R,3R,5S)-3-((methylsulfonyl)oxy)-6,8-dioxabicyclo[3.2.1]octan-2-yl benzoate C(C1=CC=CC=C1)(=O)O[C@@H]1[C@@H]2CO[C@H](C[C@H]1OS(=O)(=O)C)O2